4-N-(1,3-benzothiazol-5-yl)-6-N-[3-fluoro-4-(1-methylpiperidin-4-yl)phenyl]quinoline-4,6-diamine S1C=NC2=C1C=CC(=C2)NC2=CC=NC1=CC=C(C=C21)NC2=CC(=C(C=C2)C2CCN(CC2)C)F